FC=1C=CC(=C(C1)C1=CC=C(C(=N1)N1C(C[C@@H](C1)C)(C)C)C(=O)NS(=O)(=O)C=1C(NC=CC1)=O)OC 6-(5-Fluoro-2-methoxyphenyl)-N-[(2-oxo-1H-pyridin-3-yl)sulfonyl]-2-[(4S)-2,2,4-trimethylpyrrolidin-1-yl]pyridin-3-carboxamid